tert-butyl 2-(4-cyano-3-{[3-(5-methyl-1,2,4-oxadiazol-3-yl)phenyl]formamido}butanamido)-4-methyl-1,3-thiazole-5-carboxylate C(#N)CC(CC(=O)NC=1SC(=C(N1)C)C(=O)OC(C)(C)C)NC(=O)C1=CC(=CC=C1)C1=NOC(=N1)C